C(C)C(CC)(CCCCCCCCC)O 3-ethyl-3-dodecanol